((5-bromo-1H-pyrrolo[2,3-b]pyridin-2-yl)methylene)-4-methylbenzenesulfonohydrazide BrC=1C=C2C(=NC1)NC(=C2)C=NNS(=O)(=O)C2=CC=C(C=C2)C